7-[1-(2,2-difluoroethyl)-1H-pyrazolo[3,4-b]pyrazin-6-yl]-2-[2-methyl-6-(trifluoromethyl)pyrimidin-4-yl]-2,7-diazaspiro[4.4]nonan-1-one FC(CN1N=CC=2C1=NC(=CN2)N2CC1(CCN(C1=O)C1=NC(=NC(=C1)C(F)(F)F)C)CC2)F